6-(4-((cis-5-isobutylhexahydropyrrolo[3,4-c]pyrrol-2(1H)-yl)methyl)phenyl)-1,4-dimethyl-2-(4-(methylsulfonyl)phenyl)-1H-benzo[d]imidazole C(C(C)C)N1C[C@@H]2[C@H](C1)CN(C2)CC2=CC=C(C=C2)C=2C=C(C1=C(N(C(=N1)C1=CC=C(C=C1)S(=O)(=O)C)C)C2)C